CC1=NC(=C2N1C=CN=C2)C(=O)[O-].[Na+] sodium 3-methylimidazo[1,5-a]pyrazine-1-carboxylate